CN1C(COC2=C1C=CC(=C2)B2OC(C(O2)(C)C)(C)C)=O 4-methyl-7-(4,4,5,5-tetramethyl-1,3,2-dioxaborolan-2-yl)-1,4-benzoxazin-3-one